C1(=CC=CC=C1)N=NC1=CC=C(C(N)C(=O)O)C=C1 4-(phenylazo)-phenylglycine